[Na+].[PH2](=O)[O-] hypophosphorous acid sodium salt